C12CN(CC(CC1)N2)C(=O)OCC2=CC=CC=C2 benzyl 3,8-diazabicyclo[3.2.1]octane-3-carboxylate